(2S,4R)-1-(4-ethoxybenzoyl)-4-hydroxy-N-(4-(oxazol-5-yl)benzyl)pyrrolidine-2-carboxamide C(C)OC1=CC=C(C(=O)N2[C@@H](C[C@H](C2)O)C(=O)NCC2=CC=C(C=C2)C2=CN=CO2)C=C1